ClC1=CC=C2C=C(C=NC2=C1)C(=O)N[C@H]1CC[C@@H](N(C1)C(=O)OC(C)(C)C)C=1OC(=NN1)C1CC(C1)OC(F)(F)F tert-butyl (2R,5S)-5-(7-chloroquinoline-3-amido)-2-{5-[(1s,3s)-3-(trifluoromethoxy)cyclobutyl]-1,3,4-oxadiazol-2-yl}piperidine-1-carboxylate